methyl-[1-(4-pyrimidyl)ethyl]amine CNC(C)C1=NC=NC=C1